N[C@@H](C)C=1N(C(C2=C(C=CC=C2C1)C)=O)C1CC(C1)CO (S)-3-(1-aminoethyl)-2-(3-(hydroxymethyl)cyclobutyl)-8-methylisoquinolin-1(2H)-one